methylenebis[N'-[3-(hydroxymethyl)-2,5-dioxo-4-imidazolyl]urea] C(NC(=O)NC1N(C(NC1=O)=O)CO)NC(=O)NC1N(C(NC1=O)=O)CO